NC1CCC(CC1)CC1CCC(CC1)N Bis-(4-aminocyclohexyl)-methan